(S)-2-(((S)-3-(5-chloro-2-methylphenyl)-5-(3,3-dimethylpyrrolidin-1-yl)pentyl)(methyl)amino)-2-(3-methyl-2-((1r,4S)-4-(1-methylcyclopropoxy)cyclohexyl)phenyl)acetic acid ClC=1C=CC(=C(C1)[C@H](CCN([C@H](C(=O)O)C1=C(C(=CC=C1)C)C1CCC(CC1)OC1(CC1)C)C)CCN1CC(CC1)(C)C)C